N-(1-Benzyl-piperidin-4-ylmethyl)-4-[6-(2,3-dihydro-benzo[1,4]dioxin-5-yl)-2-methoxy-pyridin-3-ylamino]-benzamide C(C1=CC=CC=C1)N1CCC(CC1)CNC(C1=CC=C(C=C1)NC=1C(=NC(=CC1)C1=CC=CC=2OCCOC21)OC)=O